7-chloro-1,3-benzoxazol-5-ylthiourea ClC1=CC(=CC=2N=COC21)NC(=S)N